4-methoxy-N-propyltryptamine COC=1C=CC=C2NC=C(CCNCCC)C12